4-Pyridylnicotinamide C1=CC(=CN=C1)C(=O)NC2=CC=NC=C2